FC1=C(C=CC=C1)C1=CC(=C(N1)SSC=1NC(=CC1C#N)C1=C(C=CC=C1)F)C#N 2,2'-dithiobis[5-(2-fluorophenyl)-1H-pyrrole-3-carbonitrile]